FC1=C(C=CC(=C1)F)C1=C(C=C2C(=NC(N3C2=C1SC[C@@H]3CN3CCN(CC3)CC)=O)N3[C@H](CNCC3)C)C(F)(F)F (3S)-10-(2,4-difluorophenyl)-3-((4-ethylpiperazin-1-yl)methyl)-7-((S)-2-methylpiperazin-1-yl)-9-(trifluoromethyl)-2H-[1,4]thiazino[2,3,4-ij]quinazolin-5(3H)-one